fluorenylmethoxycarbonyl-(Fmoc) chloride C1(=CC=CC=2C3=CC=CC=C3CC12)COC(=O)C(OC(=O)Cl)C1C2=CC=CC=C2C2=CC=CC=C12